NCC[Si](OC)(OC)CCCN (aminoethyl)-γ-aminopropyldimethoxysilane